ClC1=C(C=CC=C1)CC(=O)NC=1C=C(C2=CN(N=C2C1)C(C)(C)C)S(N)(=O)=O 2-(2-chlorophenyl)-N-(2-(tert-butyl)-4-sulfamoyl-2H-indazol-6-yl)acetamide